BrC1=CC(=C2N(C1=O)C1(NC2=O)CC2(CC1)CCCC2)C 6''-BROMO-8''-METHYL-2''H-DISPIRO[CYCLOPENTANE-1,1'-CYCLOPENTANE-3',3''-IMIDAZO[1,5-A]PYRIDINE]-1'',5''-DIONE